di(undecyl) malonate C(CC(=O)OCCCCCCCCCCC)(=O)OCCCCCCCCCCC